COC=1C=C(C=CC1NCC#CC=1N(C2=CC=CC(=C2C1)NC1CCN(CC1)C)CC(F)(F)F)S(=O)(=O)NC1=NOC(=C1)C 3-methoxy-N-(5-methyl-1,2-oxazol-3-yl)-4-[(3-{4-[(1-methylpiperidin-4-yl)amino]-1-(2,2,2-trifluoroethyl)-1H-indol-2-yl}prop-2-yn-1-yl)amino]benzene-1-sulfonamide